C(CCC)OC(C1CCN(CC1)C1=CC(=C(C=C1)C1CCNCC1)F)OCCCC 4-(dibutoxymethyl)-1-[3-fluoro-4-(piperidin-4-yl)phenyl]piperidine